CC(C)OC(=O)C1(COC(OC1)(C)C)C.COC1=C(C=CC=C1C1=NN(C=N1)C)NC1=NC(=NC=C1C(=O)NC)NC=1SC=CN1 ((2-methoxy-3-(1-methyl-1H-1,2,4-triazol-3-yl)phenyl)amino)-N-methyl-2-(thiazol-2-ylamino)pyrimidine-5-carboxamide propan-2-yl-2,2,5-trimethyl-1,3-dioxane-5-carboxylate